C(=O)(OC(C)(C)C)NNC(CN)=O Boc-2-(2-aminoacetyl)hydrazine